rac-Methyl 2-((4-aminopentyl)oxy)-5-bromo-4-fluorobenzoate N[C@@H](CCCOC1=C(C(=O)OC)C=C(C(=C1)F)Br)C |r|